C(#N)CCNS(=O)(=O)C1=CC=C(C(=O)NC=2SC3=C(N2)C=CC=C3)C=C1 4-[N-(2-cyanoethyl)sulfamoyl]-N-(benzothiazol-2-yl)-benzamide